2-(3-methyl-2-((1r,4R)-4-(trifluoromethoxy)cyclohexyl)phenyl)acetic acid CC=1C(=C(C=CC1)CC(=O)O)C1CCC(CC1)OC(F)(F)F